1-[(2-chloro-4-fluorophenyl)methyl]-3-[(cyclopentylamino)methyl]-6-methoxy-1H-indole-2-carboxylic acid ClC1=C(C=CC(=C1)F)CN1C(=C(C2=CC=C(C=C12)OC)CNC1CCCC1)C(=O)O